OC1=C(C=C(C=C1)C=CC)OCC 4-hydroxy-3-ethoxy-1-propenylbenzene